N1(CCNCC1)C1=C(C#N)C=C(C=C1)C(F)(F)F 2-(piperazin-1-yl)-5-(trifluoromethyl)benzonitrile